1,3,5-triisopropylphenylboronic acid C(C)(C)C1(CC(=CC(=C1)C(C)C)C(C)C)B(O)O